4,4'-bicyclohexyl C1CCC(CC1)C1CCCCC1